CN1C=NC(=C1)C=1C=NC=CC1NC(=O)C1=NC2=CC(=CC=C2C=N1)NS(=O)(=O)C N-(3-(1-methyl-1H-imidazol-4-yl)pyridin-4-yl)-7-(methylsulfonylamino)quinazoline-2-carboxamide